CC(=CC=O)CCC=C(C)C (±)-3,7-dimethyl-2,6-octadienal